NC=1C=CC(=C(C1)NC1=NC(=NC=C1OC)NC1=C(C=C(C(=C1)[N+](=O)[O-])OC)OC)OC N4-(5-amino-2-methoxyphenyl)-N2-(2,4-dimethoxy-5-nitrophenyl)-5-methoxypyrimidine-2,4-diamine